1,3,7-trimethyl-2,6-purinedione CN1C(N(C=2N=CN(C2C1=O)C)C)=O